tert-Butyl 6-((3-fluoro-1-methyl-1H-pyrrolo[2,3-b]pyridin-6-yl)methyl)-2-azaspiro[3.3]heptane-2-carboxylate FC1=CN(C2=NC(=CC=C21)CC2CC1(CN(C1)C(=O)OC(C)(C)C)C2)C